C[C@@H]1N(C2=CC=CC=C2[C@@H](C1)NC1CC(C1)NC(C#CCNC(OC(C)(C)C)=O)=O)C(CC)=O |o1:1,9| tert-butyl (4-(((1R,3r)-3-(((2S*,4R*)-2-methyl-1-propionyl-1,2,3,4-tetrahydroquinolin-4-yl)amino)cyclobutyl)amino)-4-oxobut-2-yn-1-yl)carbamate